2-cyclopropyl-N-(4-(2-methylmorpholino)pyridin-3-yl)imidazo[1,2-b]pyridazine-8-carboxamide C1(CC1)C=1N=C2N(N=CC=C2C(=O)NC=2C=NC=CC2N2CC(OCC2)C)C1